C(CO)(=O)N[C@@H]1[C@H](CC(C(O)=O)(O)O[C@H]1[C@H](O)[C@H](O)CO)O N-glycoloylneuraminic acid